2-propylpentyl((S)-(((Z)-2-((2-amino-6-oxo-1,6-dihydro-9H-purin-9-yl)methylene)-1-(hydroxymethyl)cyclopropyl)methoxy)(phenoxy)phosphoryl)-L-alaninate C(CC)C(CN([C@@H](C)C(=O)[O-])[P@@](=O)(OC1=CC=CC=C1)OCC1(\C(\C1)=C/N1C=2N=C(NC(C2N=C1)=O)N)CO)CCC